N-(2-methylpropyl)octadeca-2,4,12-trienamide CC(CNC(C=CC=CCCCCCCC=CCCCCC)=O)C